CC1(C(C(=CC2(CN(CCO2)C(CN2N=C(C3=C2CCC3)C(F)(F)F)=O)C1)C#N)=O)C 10,10-dimethyl-9-oxo-4-{[3-(trifluoromethyl)-5,6-dihydrocyclopenta[c]pyrazol-1(4H)-yl]acetyl}-1-oxa-4-azaspiro[5.5]undec-7-ene-8-carbonitrile